vinylsulfonamide C(=C)S(=O)(=O)N